N-(2-(2-(2-(2-aminoethoxy)ethoxy)ethoxy)ethyl)-3-(6,8-dichloro-2-methyl-1,2,3,4-tetrahydroisoquinolin-4-yl)aniline NCCOCCOCCOCCNC1=CC(=CC=C1)C1CN(CC2=C(C=C(C=C12)Cl)Cl)C